ClC=1C=C(C=C(C1F)Cl)C1(CC(=NO1)N1CC=2C=NC(=CC2C1)C(=O)N1CC(CC1)(F)F)C(F)(F)F (2-(5-(3,5-dichloro-4-fluorophenyl)-5-(trifluoromethyl)-4,5-dihydroisoxazol-3-yl)-2,3-dihydro-1H-pyrrolo[3,4-c]pyridin-6-yl)(3,3-difluoropyrrolidin-1-yl)methanone